9,10-dimethylolanthracene C(O)C=1C2=CC=CC=C2C(=C2C=CC=CC12)CO